1,3-dioxoisoindolin-2-yl 3-(2-(4-isobutoxy-3-isopropyl-6-oxopyridazin-1(6H)-yl)acetamido)bicyclo[1.1.1]pentane-1-carboxylate C(C(C)C)OC=1C(=NN(C(C1)=O)CC(=O)NC12CC(C1)(C2)C(=O)ON2C(C1=CC=CC=C1C2=O)=O)C(C)C